C(C)(=O)OC(COC1=CC=C(C=C1)C(C)(C)C1=CC(=C(C(=C1)Cl)OCC(CCl)O)Cl)CO 1-(4-(2-(3,5-dichloro-4-(3-chloro-2-hydroxypropoxy)phenyl)propan-2-yl)phenoxy)-3-hydroxypropan-2-yl acetate